norleucin methyl ester COC([C@@H](N)CCCC)=O